C(#N)C=1C=NN2C1C(=CC(=C2)C=2C=NN(C2C)C2CCC(CC2)NCC(=O)N(C)C)SC2=NC=CC=C2F 2-(((1s,4s)-4-(4-(3-cyano-4-((3-fluoropyridin-2-yl)thio)pyrazolo[1,5-a]pyridin-6-yl)-5-methyl-1H-pyrazol-1-yl)cyclohexyl)amino)-N,N-dimethylacetamide